CC1=CC=C(C=C1)S(=O)(=O)OCCC[C@@H](C)[C@H]1CC[C@H]2/C(/CCC[C@]12C)=C/C=C1C[C@H](C[C@H](C1)O[Si](C)(C)C(C)(C)C)O[Si](C)(C)C(C)(C)C |&1:32| (4R)-4-((1R,3aS,7aR,E)-4-(2-((3R,SR)-3,5-bis((t-butyldimethylsilyl)oxy)cyclohexylidene)ethylidene)-7a-methyloctahydro-1H-inden-1-yl)pentyl 4-methylbenzenesulfonate